CN1CC2=CC(=CC=C2C2(C1)CC2)NC=2N=CC=1C(N(C=3N(C1N2)C=CN3)C(C)C)=O 2-[(2'-methyl-2',3'-dihydro-1'H-spiro[cyclopropane-1,4'-isoquinolin]-7'-yl)amino]-6-(propan-2-yl)imidazo[1,2-a]pyrimido[5,4-e]pyrimidin-5(6H)-one